ClCC=1SC2=C(N1)C=C(C=C2)C(F)(F)F 2-chloromethyl-5-trifluoromethyl-benzothiazole